FCCOC=1C=C(C=CC1)C=O (3-(2-fluoroethoxy)phenyl)methanone